CP(=O)(C)C1=CC=C(C=C1)C#CC1=C2C=C(N=CC2=C(N=C1)NC)NC(=O)C1CC1 N-(5-((4-(dimethylphosphoryl)phenyl)ethynyl)-8-(methylamino)-2,7-naphthyridin-3-yl)cyclopropanecarboxamide